tert-butyl (S)-2-(((tert-butyldiphenylsilyl) oxy) methyl)-4-oxopyrrolidine-1-carboxylate [Si](C1=CC=CC=C1)(C1=CC=CC=C1)(C(C)(C)C)OC[C@H]1N(CC(C1)=O)C(=O)OC(C)(C)C